ethyl 4'-formyl-4'-hydroxy-5'-nitro-[1,1'-biphenyl]-4-carboxylate C(=O)C1(CC=C(C=C1[N+](=O)[O-])C1=CC=C(C=C1)C(=O)OCC)O